(R)-2-(2-(1-methyl-1,2,3,6-tetrahydropyridin-4-ylphenyl)pyrrolidin-1-yl)-[1,1'-biphenyl]-4-carboxamide CN1CCC(=CC1)C1=C(C=CC=C1)[C@@H]1N(CCC1)C1=C(C=CC(=C1)C(=O)N)C1=CC=CC=C1